6,7-dihydropyrazolo[1,5-a]pyrazin-5(4H)-nitrile N1=CC=C2N1CCN(C2)C#N